The molecule is a HETE that consists of arachidonic acid bearing a hydroxy substituent at position 20. It has a role as a human metabolite and a mouse metabolite. It is a hydroxy monocarboxylic acid and a HETE. It derives from an icosa-5,8,11,14-tetraenoic acid and an arachidonic acid. It is a conjugate acid of a 20-HETE(1-). C(CC/C=C\\C/C=C\\C/C=C\\C/C=C\\CCCC(=O)O)CCO